N-(4-((2-(1,1-difluoroethyl)-6-methylpyrimidin-4-yl)(methyl)amino)-5-ethoxypyridin-2-yl)acetamide FC(C)(F)C1=NC(=CC(=N1)N(C1=CC(=NC=C1OCC)NC(C)=O)C)C